3-((7-chloro-6-((4-fluoropyrazolo[1,5-a]pyridin-3-yl)oxy)-1-methyl-1H-imidazo[4,5-b]pyridin-2-yl)amino)-5-cyclopropyl-1-(2-hydroxyethyl)pyridin-2(1H)-one ClC1=C2C(=NC=C1OC=1C=NN3C1C(=CC=C3)F)N=C(N2C)NC=2C(N(C=C(C2)C2CC2)CCO)=O